COCCOCCOCCOC1=CC=C(C=C1)N1C2=CC=CC=C2C=2C=C(C=CC12)N(C1=CC=C(C=C1)[N+](=O)[O-])C=1C=CC=2N(C3=CC=CC=C3C2C1)C1=CC=C(C=C1)OCCOCCOCCOC 9-(4-(2-(2-(2-methoxyethoxy)ethoxy)ethoxy)phenyl)-N-(9-(4-(2-(2-(2-methoxyethoxy)ethoxy)ethoxy)phenyl)-9H-carbazol-3-yl)-N-(4-nitrophenyl)-9H-carbazol-3-amine